thiazolinesulfonyl-benzophenone S1C(=NCC1)S(=O)(=O)C1=C(C(=O)C2=CC=CC=C2)C=CC=C1